C(C)(C)(C)C1=CC(=CC(=C1)[2H])[2H] 4-(Tert-butyl)benzene-2,6-d